((2R,6R)-6-methylpiperazin-2-yl)methanol hydrochloride Cl.C[C@@H]1CNC[C@@H](N1)CO